COC(=O)C1=C(NC(=C(C1C=1C2=C(SC1)C=CC(=C2)F)C(C)=O)C)C(F)(F)F 5-acetyl-4-(5-fluorobenzo[b]thiophen-3-yl)-6-methyl-2-(trifluoromethyl)-1,4-dihydropyridine-3-carboxylic acid methyl ester